CC1(OB(OC1(C)C)C1=CC(CCC1)N1N=C(C=C1)S(=O)(=O)N)C 1-(3-(4,4,5,5-tetramethyl-1,3,2-dioxaborolan-2-yl)cyclohex-2-en-1-yl)-1H-pyrazole-3-sulfonamide